O=C1C=NCC1 ketoazolin